(7R)-7-(3-fluorophenyl)-N4-methyl-N2-[3-(4-methylimidazol-1-yl)-1-bicyclo[1.1.1]pentyl]-6,7-dihydro-5H-cyclopenta[d]pyrimidine-2,4-diamine FC=1C=C(C=CC1)[C@H]1CCC2=C1N=C(N=C2NC)NC21CC(C2)(C1)N1C=NC(=C1)C